FURO-PYRIDONE O1C(CC2=C1C=CC=N2)=O